C(C)C=1C(NC=2C=C(C=NC2C1)CN1CCC(=CC1)C=1C=NC(=CC1)C(=O)NC)=C=O 1'-((7-ethyl-6-carbonyl-5,6-dihydro-1,5-naphthyridin-3-yl)methyl)-N-methyl-1',2',3',6'-tetrahydro-[3,4'-bipyridine]-6-carboxamide